(4,4-dimethyl-2-oxopentyl)phosphonate CC(CC(CP([O-])([O-])=O)=O)(C)C